O1N=C(N=C1)C1=CC2=C(C=N1)N=C(S2)C2=NC(=CC(=C2C(=O)N)C2=CC(=NC=C2OC)Cl)C (6-(1,2,4-oxadiazol-3-yl)thiazolo[4,5-c]pyridin-2-yl)-2'-chloro-5'-methoxy-6-methyl-[4,4'-bipyridine]-3-carboxamide